C1(CCC2=CC=CC=C12)CC(=O)O 2-(2,3-dihydro-1H-inden-1-yl)acetic acid